tert-butyl (R)-(cyclobutylmethyl)(1-(5-(3-((4-oxo-4H-pyrido[1,2-a]pyrimidin-2-yl)carbamoyl)oxetan-3-yl)pyridin-2-yl)piperidin-3-yl)carbamate C1(CCC1)CN(C(OC(C)(C)C)=O)[C@H]1CN(CCC1)C1=NC=C(C=C1)C1(COC1)C(NC=1N=C2N(C(C1)=O)C=CC=C2)=O